C(C)(C)C1=C(C(=CC(=C1)C(C)C)C(C)C)S(=O)(=O)OC1=NC(=NC2=CC3=C(C=C12)N(CC3)CCN3CCOCC3)C 2-methyl-6-(2-morpholinoethyl)-7,8-dihydro-6H-pyrrolo[2,3-g]quinazolin-4-yl 2,4,6-triisopropylbenzenesulfonate